Cl.Cl.C(N)(=N)C1=CC=C(CNC([C@H](C)NC(=O)[C@@H]2NC[C@](C2)(C2=CC=CC=C2)O)=O)C=C1 (2R,4S)-N-((S)-1-((4-carbamimidoylbenzyl)amino)-1-oxopropan-2-yl)-4-hydroxy-4-phenylpyrrolidine-2-carboxamide dihydrochloride